(S)-5-((6-Bromo-8-fluoro-3,4-dihydroisoquinolin-2(1H)-yl)methyl)pyrrolidin-2-one BrC=1C=C2CCN(CC2=C(C1)F)C[C@@H]1CCC(N1)=O